C(C)(C)(C)OC(=O)N1C[C@H]([C@@H](CC1)NC(C(COC1=NC=CC=C1OC(F)(F)F)(C)C)=O)C1=CC=CC=C1 trans-4-(2,2-dimethyl-3-((3-(trifluoromethoxy)pyridin-2-yl)oxy)propanamido)-3-phenylpiperidine-1-carboxylic acid tert-butyl ester